C[C@H]1CC[C@@H](N(C1)C(=O)OC(C)(C)C)C=1C=CC2=CN(N=C2C1)C tert-butyl (2R,5S)-5-methyl-2-(2-methylindazol-6-yl)piperidine-1-carboxylate